5-[4-amino-5-(trifluoromethyl)pyrrolo[2,1-f][1,2,4]triazin-7-yl]-N-[(3R,4S)-1-{bicyclo[2.2.1]heptane-2-sulfonyl}-4-fluoropyrrolidin-3-yl]-2-methoxypyridine-3-carboxamide NC1=NC=NN2C1=C(C=C2C=2C=C(C(=NC2)OC)C(=O)N[C@@H]2CN(C[C@@H]2F)S(=O)(=O)C2C1CCC(C2)C1)C(F)(F)F